N(=C=O)C1=NC(=NC(=N1)N=C=S)N=C=S 2-isocyanato-4,6-diisothiocyanato-1,3,5-triazine